4-methyl-N-(3,4,5-trimethoxyphenyl)benzenesulfonamide CC1=CC=C(C=C1)S(=O)(=O)NC1=CC(=C(C(=C1)OC)OC)OC